FC=1C(=C(OC2=NC=C(C(=C2C=2NC=3C=CN=C(C3C(C2)=O)C(=O)O)C)C(F)(F)F)C=CC1F)C 2-[2-(3,4-difluoro-2-methyl-phenoxy)-4-methyl-5-(trifluoromethyl)-3-pyridinyl]-4-oxo-1H-1,6-naphthyridine-5-carboxylic acid